ethyl 2,4-dichlorophenyl acetate CCOC(=O)CC1=C(C=C(C=C1)Cl)Cl